C1(=CC=CC=C1)C1=CC=C2CCCC(C2=C1)=O 3,4-dihydro-7-phenyl-1(2H)-naphthalenone